C(C)(C)(C)OC(=O)N1CC2=CC(=CC(=C2CC1)I)Br 7-bromo-5-iodo-3,4-dihydro-1H-isoquinoline-2-carboxylic acid tert-butyl ester